(R) or (S)-N'-((1,2,3,5,6,7-hexahydro-s-indacen-4-yl)carbamoyl)benzenesulfonimidamide C1CCC2=C(C=3CCCC3C=C12)NC(=O)N=[S@](=O)(N)C1=CC=CC=C1 |o1:16|